2,2-dimethylolpropionic acid carbon [C].C(O)C(C(=O)O)(C)CO